F[B-](F)(F)F.C1(CCCCC1)[PH+](C1=CC=C(C=C1)C1=CC=CC=C1)C1CCCCC1 dicyclohexyl-([1,1'-biphenyl]-4-yl)phosphonium tetrafluoroborate